CC1(O[C@@H]([C@@H](O1)C(CC(=C)C)O)C=C)C 1-((4S,5R)-2,2-dimethyl-5-vinyl-1,3-dioxolan-4-yl)-3-methylbut-3-en-1-ol